O=C1C[C@H]2[C@H](C([C@H]3[C@@H]4CC[C@H]([C@@H](CCC(=O)O)C)[C@]4(CC[C@@H]3[C@]2(CC1)C)C)=O)CC 3,7-dioxo-6alpha-ethyl-5beta-cholanic acid